CC1=CC(=CC=2NC(=NC21)C2=CC=C(C=C2)[N+](=O)[O-])C 4,6-dimethyl-2-(4-nitrophenyl)-1H-benzo[d]imidazole